Adamantyloxypropyloxyethyl acrylate C(C=C)(=O)OCCOCCCOC12CC3CC(CC(C1)C3)C2